(±)-3-(2,4-Difluoro-phenyl)-N-[1-(4-fluoro-3-morpholin-4-yl-phenyl)-ethyl]-acrylamide FC1=C(C=CC(=C1)F)C=CC(=O)N[C@H](C)C1=CC(=C(C=C1)F)N1CCOCC1 |r|